ClC/C=C/C(=O)O (E)-4-chlorobut-2-enoic acid